N-succinimidyl-oxycarbonyl-α-methyl-α-(2-pyridyl-dithio)toluene C1(CCC(N1OC(=O)N1C(C=CC=C1)SSC(C1=CC=CC=C1)C)=O)=O